2-((2-((4-(4-(((6-(2,6-dioxopiperidin-3-yl)pyridin-3-yl)methyl)(methyl)amino)piperidin-1-yl)-2-methoxyphenyl)amino)-5-(trifluoromethyl)pyridin-4-yl)amino)-N-methylbenzamide O=C1NC(CCC1C1=CC=C(C=N1)CN(C1CCN(CC1)C1=CC(=C(C=C1)NC1=NC=C(C(=C1)NC1=C(C(=O)NC)C=CC=C1)C(F)(F)F)OC)C)=O